C1(=CC(=CC=C1)C1=CC(=NC2=CC=C(C=C12)CN(C(OC(C)(C)C)=O)C1CCOCC1)\C=C\1/N(C2=CC=CC=C2C1=O)C(C)=O)C1=CC=CC=C1 tert-butyl (Z)-((4-([1,1'-biphenyl]-3-yl)-2-((1-acetyl-3-oxoindolin-2-ylidene)methyl)quinolin-6-yl)methyl)(tetrahydro-2H-pyran-4-yl)carbamate